(S)-3-(2-hydroxypropyl)-6-methoxy-1H-indole-1-carboxylic acid tert-butyl ester C(C)(C)(C)OC(=O)N1C=C(C2=CC=C(C=C12)OC)C[C@H](C)O